8-methyl-3-(3-methyl-1,2,4-thiadiazol-5-yl)-5,6-dihydroimidazo[1,5-a]pyridine CC=1C=2N(CCC1)C(=NC2)C2=NC(=NS2)C